FC(S(=O)(=O)OC1=NN2C(CCC3=CC(=CC=C23)F)=C1)(F)F 7-fluoro-4,5-dihydropyrazolo[1,5-a]quinolin-2-yl trifluoromethanesulfonate